methane hexafluorophosphate F[P-](F)(F)(F)(F)F.C